C=1N=CN2C1C=C(C=C2)C=2C=CC(=C(C2)O)C=2N=NC(=CC2)N(C2CC(NC(C2)(C)C)(C)C)C 5-(imidazo[1,5-a]pyridin-7-yl)-2-(6-(methyl(2,2,6,6-tetramethylpiperidin-4-yl)amino)pyridazin-3-yl)phenol